N1=CN=C(C=2CCCCC12)N[C@H](CC1=CC=CC=C1)C(=O)O (5,6,7,8-tetrahydroquinazolin-4-yl)-D-phenylalanine